2,4-dimethyl-3-pentenol CC(CO)C=C(C)C